C=N Methylenamine